ClC1=NC(=NC(=N1)SCCCCCCCCCCCCCCCC)SCCCO 3-((4-chloro-6-(hexadecylthio)-1,3,5-triazin-2-yl)thio)propane-1-ol